C(CCCCCCCCC)C(C(=O)[O-])CC(=O)[O-] n-Decylsuccinat